(R)-2-((bis(4-methoxyphenyl)(phenyl)methoxy)methyl)oxirane COC1=CC=C(C=C1)C(OC[C@@H]1OC1)(C1=CC=CC=C1)C1=CC=C(C=C1)OC